BrC=1C=C2C=3N(C(C(NC3C1F)=O)C)C=C2F 8-Bromo-6,9-difluoro-3-methyl-1H-pyrrolo[1,2,3-de]quinoxalin-2(3H)-one